1-Methyl-3-(24-Octadecyldotetracontan-19-yl)-1H-imidazol-3-ium Chlorid [Cl-].CN1C=[N+](C=C1)C(CCCCCCCCCCCCCCCCCC)CCCCC(CCCCCCCCCCCCCCCCCC)CCCCCCCCCCCCCCCCCC